4-{4-[5-(methylsulfonyl)-1,3-benzooxazol-2-yl]-4-methylpiperidin-1-yl}-1-methyl-2-oxo-1,2-dihydroquinoline-3-carbonitrile CS(=O)(=O)C=1C=CC2=C(N=C(O2)C2(CCN(CC2)C2=C(C(N(C3=CC=CC=C23)C)=O)C#N)C)C1